4-(2-(3-chlorobenzoyl)hydrazine-1-carbonyl)-N-(4-methoxybenzyl)-N-(3,4,5-trimethoxyphenyl)benzamide ClC=1C=C(C(=O)NNC(=O)C2=CC=C(C(=O)N(C3=CC(=C(C(=C3)OC)OC)OC)CC3=CC=C(C=C3)OC)C=C2)C=CC1